C(C)(=O)C1=NN(C2=CC=C(C=C12)C=1C=NC(=NC1)C)CC(=S)N1[C@@H](C[C@H](C1)F)C(=O)NC1=NC(=CC=C1)Br (2S,4R)-1-(2-(3-acetyl-5-(2-methylpyrimidin-5-yl)-1H-indazol-1-yl)ethanethioyl)-N-(6-bromopyridin-2-yl)-4-fluoropyrrolidine-2-carboxamide